C(C)N1N=CC(=C1)CN1C(N(C(=C1)C)C1=NC(=CC(=C1)C(F)(F)F)N1C[C@H](OCC1)C)=O 1-[(1-ethyl-1H-pyrazol-4-yl)methyl]-4-methyl-3-{6-[(2R)-2-methylmorpholin-4-yl]-4-(trifluoromethyl)pyridin-2-yl}-1,3-dihydro-2H-imidazol-2-one